(1r,2r,3s)-7-bromo-2-fluoro-4-methylsulfonyl-3-phenylmethoxy-2,3-dihydro-1H-inden-1-ol BrC=1C=CC(=C2[C@@H]([C@@H]([C@@H](C12)O)F)OCC1=CC=CC=C1)S(=O)(=O)C